C(C#CC)(=O)N1[C@@H](CCC1)C1=NC(=C2N1C(=CN=C2)C)C2=CC=C(C(=O)NC1=NC=CC=C1)C=C2 (S)-4-(3-(1-(but-2-ynoyl)pyrrolidin-2-yl)-5-methylimidazo[1,5-a]pyrazin-1-yl)-N-(pyridin-2-yl)benzamide